S1(CCC(CC1)=O)(=O)=O tetrahydrothiopyran-4-one 1,1-dioxide